C(C)(C)(C)OC(=O)N1CCC2(CC=3C=4C(N(CC4C=CC3OC2)C2C(NC(CC2)=O)=O)=O)CC1 2'-(2,6-dioxopiperidin-3-yl)-1'-oxo-1',2',3',9'-tetrahydro-7'H-spiro[piperidin-4,8'-pyrano[3,2-e]isoindole]-1-carboxylic acid tert-butyl ester